3,3,3-Trifluoroprop-1-en-2-yl 2,2-dimethyl-3-(3-ferrocenyl-1H-indazol-1-yl)propanoate CC(C(=O)OC(=C)C(F)(F)F)(CN1N=C(C2=CC=CC=C12)[C-]1C=CC=C1)C.[CH-]1C=CC=C1.[Fe+2]